COC(=O)N1[C@H]([C@H](C[C@H]1C)NS(=O)(=O)C)CO[C@@H]1C[C@@H]2C[C@@]2(CC1)C1=NC=C(C=N1)Cl (2r,3s,5r)-2-((((1s,3s,6r)-6-(5-chloropyrimidin-2-yl)bicyclo[4.1.0]hept-3-yl)oxy)methyl)-5-methyl-3-(methylsulfonylamino)pyrrolidine-1-carboxylic acid methyl ester